CN(CCN(C(OC(C)(C)C)=O)C1=C(C=C(C=C1)NC=1N=CC2=C(N1)CNCC2)F)C tert-butyl N-[2-(dimethylamino)ethyl]-N-[2-fluoro-4-({5H,6H,7H,8H-pyrido[3,4-d]pyrimidin-2-yl}amino)phenyl]carbamate